FCC1=NC=CC(=C1)B1OC(C)(C)C(C)(C)O1 2-fluoromethylpyridine-4-boronic acid pinacol ester